C(C)OC(C(C)(F)C=1OC(=NN1)C=1C=NC(=NC1)NC1CC2=CC=CC=C2C1)=O 2-(5-(2-((2,3-dihydro-1H-inden-2-yl)amino)pyrimidin-5-yl)-1,3,4-oxadiazol-2-yl)-2-fluoropropionic acid ethyl ester